1,6-dibromododecafluorohexane BrC(C(C(C(C(C(Br)(F)F)(F)F)(F)F)(F)F)(F)F)(F)F